1-ethyl-1-methyl-N-((S)-5-methyl-4-oxo-2,3,4,5-tetrahydrobenzo[b][1,4]oxazepin-3-yl)-1,3-dihydrofuro[3,4-c]pyridine-4-carboxamide C(C)C1(OCC=2C(=NC=CC21)C(=O)N[C@@H]2C(N(C1=C(OC2)C=CC=C1)C)=O)C